Cl.CN1CCC(CC1)C=O (1-methylpiperidin-4-yl)methanone hydrochloride